Rel-(R)-4-(4-(4-hydroxyphenyl)-3,3-dimethylpiperidin-1-yl)-2-(trifluoromethyl)benzonitrile OC1=CC=C(C=C1)[C@@H]1C(CN(CC1)C1=CC(=C(C#N)C=C1)C(F)(F)F)(C)C |o1:7|